(R)-N-(1-cyanopyrrolidin-3-yl)-5-(1,3-dimethyl-1H-pyrazol-4-yl)picolinamide C(#N)N1C[C@@H](CC1)NC(C1=NC=C(C=C1)C=1C(=NN(C1)C)C)=O